CC(C(=O)OCC(CCCC)OC1=CC(=C(C=C1)C1=NC(=NC(=N1)C1=C(C=C(C=C1)OC(COC(C(=C)C)=O)CCCC)O)C1=CC=CC=C1)O)=C (((6-phenyl-1,3,5-triazine-2,4-diyl)bis(3-hydroxy-4,1-phenylene))bis(oxy))bis(hexane-2,1-diyl) bis(2-methylacrylate)